CC1=NC(=CC=C1OC[C@@H]1[C@H](CCCC1)C(=O)O)C1=C(C(=NO1)C)NC(=O)O[C@H](C)CCC (1S,2S)-2-(((2-methyl-6-(3-methyl-4-(((((R)-pentan-2-yl)oxy)carbonyl)amino)isoxazol-5-yl)pyridin-3-yl)oxy)methyl)cyclohexane-1-carboxylic acid